NC=1C=CC(=C(C1)S(=O)(=O)CCO)C 2-[(5-amino-2-methylphenyl)sulfonyl]ethanol